4,5-dimethylisoxazolamine CC=1C(=NOC1C)N